benzyl {1,3-bis[(2,3,4,6-tetra-O-benzoyl-α-D-mannopyranosyl)oxy]propan-2-yl}carbamate C(C1=CC=CC=C1)(=O)O[C@@H]1[C@H](O[C@@H]([C@H]([C@@H]1OC(C1=CC=CC=C1)=O)OC(C1=CC=CC=C1)=O)COC(C1=CC=CC=C1)=O)OCC(CO[C@@H]1[C@@H](OC(C2=CC=CC=C2)=O)[C@@H](OC(C2=CC=CC=C2)=O)[C@H](OC(C2=CC=CC=C2)=O)[C@H](O1)COC(C1=CC=CC=C1)=O)NC(OCC1=CC=CC=C1)=O